3-[5-Formyl-3-(6-methoxy-6-oxo-hexyl)-2,4,6-trioxo-hexahydropyrimidin-1-yl]propan-1-sulfonat C(=O)C1C(N(C(N(C1=O)CCCS(=O)(=O)[O-])=O)CCCCCC(=O)OC)=O